C1(=CC=C2C=CC3=CC=CC4=CC=C1C2=C34)C=3NC4=C(N3)C=CC=C4 Pyrenyl-benzimidazole